oxalic bis(cyclohexylidenehydrazide) C1(CCCCC1)=NNC(C(=O)NN=C1CCCCC1)=O